NC1=CC=C(CN(CCCCCCC(C(=O)O)(CCCCCCCC)CCCCCC)CCCCCCC(C(=O)O)(CCCCCCCC)CCCCCC)C=C1.NC1=CC=C(CN(CCCCCCC(C(=O)O)(CCCCCCCC)CCCCCC)CCCCCCC(C(=O)O)(CCCCCCCC)CCCCCC)C=C1 ((4-aminobenzyl)azanediyl)bis(hexane-6,1-diyl)bis(2-hexyldecanoate)-[((4-aminobenzyl)azanediyl)bis(hexane-6,1-diyl) bis(2-hexyldecanoate)]